CC1(C(N(C2=CC(=CC=C12)C#N)CC1CN(C1)C1=CC=CC=C1)=O)C 3,3-dimethyl-2-oxo-1-((1-phenylazetidin-3-yl)methyl)indoline-6-carbonitrile